[C@H]12CC(C[C@H](CC1)N2)C2=NN=C(O2)[C@@]21CN(C[C@]1(C2)C(F)(F)F)C2=C1C=CC=NC1=C(C=C2)C#N 5-((1S,5R)-1-(5-((1R,3S,5S)-8-azabicyclo[3.2.1]octan-3-yl)-1,3,4-oxadiazol-2-yl)-5-(trifluoromethyl)-3-azabicyclo[3.1.0]hexan-3-yl)quinoline-8-carbonitrile